1-chloromethoxy-hexane ClCOCCCCCC